(2S,4S)-1-(tert-butoxycarbonyl)pyrrolidine-2,4-dicarboxylic acid C(C)(C)(C)OC(=O)N1[C@@H](C[C@@H](C1)C(=O)O)C(=O)O